(2-(3-(Carboxymethyl)-2,5-dihydroxybenzamido)phenyl)acetic acid C(=O)(O)CC=1C(=C(C(=O)NC2=C(C=CC=C2)CC(=O)O)C=C(C1)O)O